NC(COC1=C(C=C2C(=NC=NC2=C1)N1CCN(CCC1)C(=O)OC(C)(C)C)OC)=O tert-butyl 4-(7-(2-amino-2-oxoethoxy)-6-methoxyquinazolin-4-yl)-1,4-diazepan-1-carboxylate